C(C1=CC=CC=C1)N[C@@H](C)C1=CC=C(C=C1)NC(=O)NCC1=CC=C(C=C1)Cl [(4-{(1S)-1-[benzylamino]ethyl}phenyl)amino]-N-[(4-chlorophenyl)methyl]carboxamide